C(C)(C)(C)OC(=O)N1CC2(C1)CCC(CC2)O 2-tert-butoxycarbonyl-7-hydroxy-2-azaspiro[3.5]Nonane